tetradecan-3-ol CCC(CCCCCCCCCCC)O